Tripropyl-(dimethylamino)germanium tert-butyl-(3R,4R)-4-((4-(3-(2,6-dioxopiperidin-3-yl)-1-methyl-1H-indazol-6-yl)piperidin-1-yl)methyl)-3-methylpiperidine-1-carboxylate C(C)(C)(C)OC(=O)N1C[C@@H]([C@@H](CC1)CN1CCC(CC1)C1=CC=C2C(=NN(C2=C1)C)C1C(NC(CC1)=O)=O)C.C(CC)[Ge](N(C)C)(CCC)CCC